2,2'-dihydroxy-1,1'-bipyrene OC1=C(C2=CC=C3C=CC=C4C=CC(=C1)C2=C43)C4=C(C=C3C=CC2=CC=CC1=CC=C4C3=C21)O